triethylammonium (S)-2-(4-fluoro-3-(trifluoromethyl)phenoxy)butanoate FC1=C(C=C(O[C@H](C(=O)[O-])CC)C=C1)C(F)(F)F.C(C)[NH+](CC)CC